(S)-(3-(1-amino-1,3-dihydrospiro[indene-2,4'-piperidin]-1'-yl)-6-((2-amino-3-chloropyridin-4-yl)thio)-5-methylpyrazin-2-yl)methanol N[C@@H]1C2=CC=CC=C2CC12CCN(CC2)C=2C(=NC(=C(N2)C)SC2=C(C(=NC=C2)N)Cl)CO